1-(benzothien-5-yl)-5-methyloctahydropyrrolo[3,4-b]pyrrole oxalate C(C(=O)O)(=O)O.S1C=CC2=C1C=CC(=C2)N2C1C(CC2)CN(C1)C